COB1OC(C2=NC(=CC=C21)NC2=NC=C(C(=C2)N[C@H](CO)C2=CC=CC=C2)C=2OC(=NN2)C)(C)C (S)-2-((2-((1-methoxy-3,3-dimethyl-1,3-dihydro-[1,2]oxaborolo[4,3-b]pyridin-5-yl)amino)-5-(5-methyl-1,3,4-oxadiazol-2-yl)pyridin-4-yl)amino)-2-phenylethan-1-ol